methyl (2E)-2-(2-[[3-(4-chlorophenyl)-1-methylpyrazol-5-yl] oxymethyl] phenyl)-3-methoxyacrylate ClC1=CC=C(C=C1)C1=NN(C(=C1)OCC1=C(C=CC=C1)/C(/C(=O)OC)=C\OC)C